C(C)(C)(C)OC([C@@H](CC1=CC(=CC=C1)C=O)C1CCN(CC1)C(=O)OC(C)(C)C)=O tert-butyl (S)-4-(1-(tert-butoxy)-3-(3-formylphenyl)-1-oxopropan-2-yl)piperidine-1-carboxylate